NC1(CN(C1)C1=C(C(=C(C=C1)C1C(NC(CC1)=O)=O)F)OC)C 3-(4-(3-amino-3-methylazetidin-1-yl)-2-fluoro-3-methoxyphenyl)piperidine-2,6-dione